C1C(\C=C/CCCCCCCCCCC)C(=O)OC1=O cis-3-pentadecene-1,2-dicarboxylic anhydride